CC1=NOC(=C1C=1C=CC(=C(C1)NS(=O)(=O)C=1C=C(C(=O)OC)C=CC1CC)N1CCCCC1)C methyl 3-(N-(5-(3,5-dimethylisoxazol-4-yl)-2-(piperidin-1-yl) phenyl) sulfamoyl)-4-ethylbenzoate